ClC1=C(C(=O)N2COC3=C(C2)C=CC=C3C3=CC(=C(C(=O)O)C=C3F)N3CCOCC3)C(=CC(=C1)O[C@H]1CN(CCC1)CCOC)Cl 4-[3-[2,6-Dichloro-4-[(3R)-1-(2-methoxyethyl)piperidin-3-yl]oxybenzoyl]-2,4-dihydro-1,3-benzoxazin-8-yl]-5-fluoro-2-morpholin-4-ylbenzoic acid